(R)-2-(1,1-bis(2-cyanophenyl)propan-2-yl)-5-hydroxy-N-(isoxazol-4-yl)-6-oxo-1,6-dihydropyrimidine-4-carboxamide C(#N)C1=C(C=CC=C1)C([C@@H](C)C=1NC(C(=C(N1)C(=O)NC=1C=NOC1)O)=O)C1=C(C=CC=C1)C#N